1'-(((2,2'-dichloro-[1,1'-biphenyl]-3,3'-diyl)bis(6-methyl-4-oxopyrazolo[1,5-a]pyrazine-2,5(4H)-diyl))bis(ethane-2,1-diyl))bis(piperidine-2-carboxylic acid) ClC1=C(C=CC=C1C1=NN2C(C(N(C(=C2)C)CCN2C(CCCC2)C(=O)O)=O)=C1)C1=C(C(=CC=C1)C1=NN2C(C(N(C(=C2)C)CCN2C(CCCC2)C(=O)O)=O)=C1)Cl